Cl.Cl.FC1=CC2=C(N(C=N2)C/C=C/[C@H]2NCCC[C@@H]2O)C=C1F (2R,3S)-2-((E)-3-(5,6-difluoro-1H-benzo[d]imidazol-1-yl)prop-1-en-1-yl)piperidin-3-ol dihydrochloride